NCC=1C=C(C=NC1)S(=O)(=O)N1CC(CC(C1)C1=CC=CC=C1)C(=O)N1CCS(CC1)(=O)=O (1-((5-(aminomethyl)pyridin-3-yl)sulfonyl)-5-phenylpiperidin-3-yl)(1,1-dioxidothiomorpholino)methanone